5-methoxynaphthalen-2-ol COC1=C2C=CC(=CC2=CC=C1)O